2-(2-{[(1S)-1-(3-chloro(2-pyridyl))-2-methylpropyl]amino}pyrimidin-5-yl)-1,3-thiazole-5-carboxamide ClC=1C(=NC=CC1)[C@H](C(C)C)NC1=NC=C(C=N1)C=1SC(=CN1)C(=O)N